bismuth(III) methanesulfonate CS(=O)(=O)[O-].[Bi+3].CS(=O)(=O)[O-].CS(=O)(=O)[O-]